(1S,5S)-N-[4-(3-cyanophenyl)-5-(2,6-dimethyl-4-pyridyl)thiazol-2-yl]-6-methyl-3,6-diazabicyclo[3.2.2]nonane-3-carboxamide C(#N)C=1C=C(C=CC1)C=1N=C(SC1C1=CC(=NC(=C1)C)C)NC(=O)N1C[C@@H]2CN([C@H](C1)CC2)C